4-[(5S)-5-(3,5-difluorophenyl)-3-oxo-6,7-dihydro-3H-pyrrolo[2,1-c][1,2,4]triazol-2(5H)-yl]thiophene-2-carbonitrile FC=1C=C(C=C(C1)F)[C@@H]1CCC2=NN(C(N21)=O)C=2C=C(SC2)C#N